FC(S(=O)(=O)OCCOC)(F)F 2-methoxyethyl trifluoromethanesulfonate